OC=1C=C(C=C(C1)C)C1OC2=CC=CC=C2CC1 2-(3-hydroxy-5-methylphenyl)chromane